8-(trifluoromethyl)-[1,2,4]triazolo[1,5-a]pyrazin-2-amine FC(C=1C=2N(C=CN1)N=C(N2)N)(F)F